(2R)-2-(tert-Butoxycarbonylamino)-6-(1,3-dioxoisoindolin-2-yl)hexanoic acid C(C)(C)(C)OC(=O)N[C@@H](C(=O)O)CCCCN1C(C2=CC=CC=C2C1=O)=O